(S)-1-(5-(2H,3H-[1,4]dioxino[2,3-b]pyridine-7-sulfonyl)-1H,2H,3H,4H,5H,6H-pyrrolo[3,4-c]pyrrol-2-yl)-3-hydroxy-2-phenylpropan-1-one O1CCOC2=NC=C(C=C21)S(=O)(=O)N2CC1=C(C2)CN(C1)C([C@H](CO)C1=CC=CC=C1)=O